(2S)-2-Amino-N-(4-((R or S)-cyclopropyl((S)-2-oxo-4-(trifluoromethyl)imidazolidin-1-yl)methyl)pyridin-2-yl)-2-(4,4-difluorocyclohexyl)-acetamide hydrochloride Cl.N[C@H](C(=O)NC1=NC=CC(=C1)[C@H](N1C(N[C@@H](C1)C(F)(F)F)=O)C1CC1)C1CCC(CC1)(F)F |o1:12|